(1-(4-amino-6-(1-methylcyclopropyl)pyridin-2-yl)ethyl)-7-methoxy-2-methyl-6-(2-(oxetan-3-yloxy)ethoxy)quinazolin-4-amine NC1=CC(=NC(=C1)C1(CC1)C)C(C)C1=C2C(=NC(=NC2=CC(=C1OCCOC1COC1)OC)C)N